2-(8-fluoro-2-methylimidazo[1,2-a]pyridin-6-yl)-8-methoxy-7-(piperazin-1-yl)-4H-pyrido[1,2-a][1,3,5]triazin-4-one FC=1C=2N(C=C(C1)C=1N=C3N(C(N1)=O)C=C(C(=C3)OC)N3CCNCC3)C=C(N2)C